CC(CC(C)C)C1=C(C=CC=C1)NC(=O)C=1C(=NN(C1F)C)C 1,3-dimethyl-5-fluoro-1H-pyrazole-4-carboxylic acid [2-(1,3-dimethylbutyl)phenyl]-amide